4-[6-amino-5-(4-hydroxyphenyl)-4-propyl-3-pyridyl]phenol NC1=C(C(=C(C=N1)C1=CC=C(C=C1)O)CCC)C1=CC=C(C=C1)O